(2,4,6-trifluorobenzyl)-4,5,7',9'-tetrahydro-2H,5'H-spiro[furan-3,2'-[1,6]methanopyrido[1,2-b][1,2,5]triazonine]-10'-carboxamide FC1=C(CC2=CCN3CC=4N(N(C25COCC5)C3)C=C(CC4)C(=O)N)C(=CC(=C1)F)F